2-([1,1'-biphenyl]-4-ylmethoxy)-1H-imidazole-5-carboxylic acid C1(=CC=C(C=C1)COC=1NC(=CN1)C(=O)O)C1=CC=CC=C1